Cl[C@H](CN(CC1=CC=CC=C1)C)C1=CC(=NC(=C1)C)OC(F)F (βS)-β-chloro-2-(difluoromethoxy)-N,6-dimethyl-N-(phenylmethyl)-4-pyridineethanamine